3-(6-Chloro-9H-purin-9-yl)decan-1-ol ClC1=C2N=CN(C2=NC=N1)C(CCO)CCCCCCC